N-(5-tert-butylisoxazol-3-yl)-4,5,6,7-tetrahydrothieno[2,3-c]pyridine-3-carboxamide hydrochloride Cl.C(C)(C)(C)C1=CC(=NO1)NC(=O)C1=CSC=2CNCCC21